C(C)NC(C1=CC(=C(C=C1)NCC#CC=1N(C2=CC=CC(=C2C1)NC1CCC(CC1)N(C)C)CC(F)(F)F)OC)=O N-ethyl-3-methoxy-4-{[3-(4-{[(1S,4S)-4-(dimethylamino)cyclohexyl]amino}-1-(2,2,2-trifluoroethyl)-1H-indol-2-yl)prop-2-yn-1-yl]amino}benzamide